1,1-bis(4-hydroxyphenyl)dodecane methyl-4-(((2,4-difluorophenyl)((4-nitrophenoxy)carbonyl)amino)methyl)benzoate COC(C1=CC=C(C=C1)CN(C(=O)OC1=CC=C(C=C1)[N+](=O)[O-])C1=C(C=C(C=C1)F)F)=O.OC1=CC=C(C=C1)C(CCCCCCCCCCC)C1=CC=C(C=C1)O